BrC=1N(C2=CC(=CC=C2C1SC=1C=C(C(=O)O)C=CC1)Cl)C=1C=NN(C1)C(C)C 3-((2-bromo-6-chloro-1-(1-isopropyl-1H-pyrazol-4-yl)-1H-indol-3-yl)thio)benzoic acid